2-[2'-(dimethylamino)ethyl]-1,2-dihydro-3H-dibenz[de,h]isoquinoline-1,3-dione CN(CCN1C(C2=C3C(=CC=4C2=C(C1=O)C=CC4)C=CC=C3)=O)C